FC1=CC=C(C=N1)C=1N(C(=C(N1)C)C(=O)OCC)C Ethyl 2-(6-fluoropyridin-3-yl)-1,4-dimethyl-1H-imidazole-5-carboxylate